NC1=CC=C(OC2=CC=C(C=C2)OC2=CC=C(C=C2)OC2=CC=C(C=C2)N)C=C1 bis[4-(4-aminophenoxy)phenyl] ether